(4Z)-4-(1,3-Benzothiazol-6-ylmethylene)-2-[(trans-4-methoxycyclohexyl)amino]-1H-imidazol-5-one S1C=NC2=C1C=C(C=C2)\C=C\2/N=C(NC2=O)N[C@@H]2CC[C@H](CC2)OC